C1(=CC=CC=C1)CCN1C2C3=CC=CC=C3C1CCC2 12-(2-phenylethyl)-12-azatricyclo[6.3.1.02,7]Dodeca-2,4,6-triene